(4-sulfamoylphenyl)boric acid S(N)(=O)(=O)C1=CC=C(C=C1)OB(O)O